[Mo].[Cu].[As] arsenic copper-molybdenum